lead (II) salicylate C(C=1C(O)=CC=CC1)(=O)[O-].[Pb+2].C(C=1C(O)=CC=CC1)(=O)[O-]